2-(3-(4-acetylpiperazin-1-yl)propyl)-2-amino-6-borono-hexanoic acid C(C)(=O)N1CCN(CC1)CCCC(C(=O)O)(CCCCB(O)O)N